5-(3-(2,2-difluoroethyl)-2-methyl-3H-imidazo[4,5-b]pyridin-5-yl)-N-(oxetan-3-ylmethyl)pyrrolo[2,1-f][1,2,4]triazin-2-amine FC(CN1C(=NC=2C1=NC(=CC2)C=2C=CN1N=C(N=CC12)NCC1COC1)C)F